tert-butyl (2-(chloromethyl)-1-((1-ethyl-1H-imidazol-5-yl)methyl)-1H-benzo[d]imidazol-5-yl)carbamate ClCC1=NC2=C(N1CC1=CN=CN1CC)C=CC(=C2)NC(OC(C)(C)C)=O